N1CCCCC2=C1C=CC=C2 2,3,4,5-Tetrahydro-1-benzazepine